FC1(CCC(CC1)N(C(=O)C1=NON=C1C)C)F 4,4-difluorocyclohexyl-(methyl)-4-methyl-1,2,5-oxadiazole-3-carboxamide